1-(1-benzyl-1H-indol-2-yl)-3-phenylpropan C(C1=CC=CC=C1)N1C(=CC2=CC=CC=C12)CCCC1=CC=CC=C1